OC(=O)C(F)(F)F.N1CC(CCC1)C=1C=CC(=C2C=NC=NC12)C1=CC=C(C(=O)NC2=NC=CC=C2)C=C1 4-(8-(piperidin-3-yl)quinazolin-5-yl)-N-(pyridin-2-yl)benzamide TFA salt